bromo-3,3-dimethyldihydro-2H-pyran-4(3H)-one BrC1OCCC(C1(C)C)=O